NC1=NC(=C(C2=C1C(N1[C@@H](CO2)CN(CC1)C(=O)OC(C)(C)C)=O)Cl)C1=C(C=CC=C1)F tert-Butyl (R)-1-amino-4-chloro-3-(2-fluorophenyl)-12-oxo-6a,7,9,10-tetrahydro-6H-pyrazino[2,1-c]pyrido[3,4-f][1,4]oxazepine-8(12H)-carboxylate